O1C(=CC=C1)C1=CC(=NO1)C(=O)NC=1C=NN(C1)C(C)C1=C(C=C(C=C1F)F)F 5-(furan-2-yl)-N-(1-(1-(2,4,6-trifluorophenyl)ethyl)-1H-pyrazol-4-yl)isoxazole-3-carboxamide